pyrido[3,4-d]pyridin-4-amine C1=NC=C(C=2C1=CC=NC2)N